2-(2-carboxyphenoxy)terephthalic acid C(=O)(O)C1=C(OC2=C(C(=O)O)C=CC(=C2)C(=O)O)C=CC=C1